CC=1N(C=2N(C(C(=C(N2)C(F)(F)F)C=2C=NN(C2)CC(C(F)(F)F)(F)F)=O)C1)C1=NC=CN=C1 2-methyl-6-[1-(2,2,3,3,3-pentafluoro-propyl)-1H-pyrazol-4-yl]-1-(pyrazin-2-yl)-7-(trifluoromethyl)-1H,5H-imidazo[1,2-a]pyrimidin-5-one